2,6-diethylcyclohexanone C(C)C1C(C(CCC1)CC)=O